C(C)(C)(C)OC(=O)N1CC2=C(N=C(N=C2N2[C@@H](CCC2)CO)NC=2N=CN(C2)C2=CC(=C(C(=C2)OC)OC)OC)CC1 (S)-4-(2-(hydroxymethyl)pyrrolidin-1-yl)-2-((1-(3,4,5-trimethoxyphenyl)-1H-imidazol-4-yl)amino)-7,8-dihydropyrido[4,3-d]pyrimidine-6(5H)-carboxylic acid tert-butyl ester